Cl.FC1(CCC(CC1)C=1CCCC2=C(C1C1=CC(=CC=C1)O[C@H]1CN(CC1)CCCF)C=CC(=C2)C(=O)O)F (R)-8-(4,4-Difluorocyclohexyl)-9-(3-((1-(3-fluoropropyl)pyrrolidin-3-yl)oxy)phenyl)-6,7-dihydro-5H-benzo[7]annulene-3-carboxylic acid hydrochloride